FC1(C2CCN(CC12)C1=C(C(=O)O)C=CC(=C1)[N+](=O)[O-])F 2-(7,7-difluoro-3-azabicyclo[4.1.0]heptan-3-yl)-4-nitrobenzoic acid